CNC=1N=CC(=C2C=C(N=CC12)NC(=O)C1CC1)C=1OC(=CN1)C N-(8-(methylamino)-5-(5-methyloxazol-2-yl)-2,7-naphthyridin-3-yl)cyclopropanecarboxamide